COC1=CC=C(C(=O)NC=2C=C3/C(/C(N(C3=CC2)CC2=CC(=C(C=C2)Cl)Cl)=O)=C/C=2NC(=CC2C)C)C=C1 (Z)-4-methoxy-N-(1-(3,4-dichlorobenzyl)-3-((3,5-dimethyl-1H-pyrrol-2-yl)methylene)-2-indolone-5-yl)benzamide